O=C1CC(CN1)C(=O)NCC1=CC=C(C=C1)NC=1C=NC(=NC1)OCCC 5-Oxo-N-(4-((2-propoxypyrimidin-5-yl)amino)benzyl)pyrrolidine-3-carboxamide